2-[2-[tert-butyl-(diphenyl)silyl]oxyethylsulfonyl]ethanol C(C)(C)(C)[Si](OCCS(=O)(=O)CCO)(C1=CC=CC=C1)C1=CC=CC=C1